N-(3-dimethylaminopropyl)methyl-acryl-amide CN(CCCNC(C(=C)C)=O)C